C[C@@H](CO)C(C)C |r| (2R/S)-2,3-dimethylbutan-1-ol